FC1(CCCC=2C=CC(=NC12)C(=O)NC1=CC2=CN(N=C2C=C1C(C)(C)O)C1CCC(CC1)N1CCNCC1)F 8,8-difluoro-N-(6-(2-hydroxypropan-2-yl)-2-((1R,4R)-4-(piperazin-1-yl)cyclohexyl)-2H-indazol-5-yl)-5,6,7,8-tetrahydroquinoline-2-carboxamide